[O-]CCC.[O-]CCC.[O-]CCC.[O-]CCC.[Ti+4].C12(C=CC=C3C4=CC=CC=C4C=C13)C(=CC=C1C3=CC=CC=C3C=C12)B(O)O spirobifluorene-2'-yl-boronic acid titanium tetra-n-propoxide